CS(=O)(=O)CCNC(=O)C=1C=CC2=C(C(C=3NC4=CC(=CC=C4C3C2=O)C#N)(C)C)C1 3-Cyano-6,6-dimethyl-11-oxo-6,11-dihydro-5H-benzo[b]carbazol-8-carboxylic acid (2-methanesulfonyl-ethyl)-amide